ClC=1C=CC(=C(C1)C=1C=CC(=NC1)C(CC1=NN(C=C1)C(F)F)N1N=CC(=C1)C1=CC(=C(C(=O)N)C=C1)F)N1N=NC(=C1)C(F)(F)F 4-(1-(1-(5-(5-chloro-2-(4-(trifluoromethyl)-1H-1,2,3-triazol-1-yl)phenyl)pyridin-2-yl)-2-(1-(difluoromethyl)-1H-pyrazol-3-yl)ethyl)-1H-pyrazol-4-yl)-2-fluorobenzamide